C(C)(C)(C)OC(=O)N1CCC2(CC(C2)NC(=O)C2=C(OC3=C2C=C(C=C3)OCC3=CC=CC=C3)C)CC1.C(C)(C)(C)C1=CC(C(C=C1OC)=O)=O 4-tertiary butyl-5-methoxy-o-benzoquinone tert-butyl-2-(5-(benzyloxy)-2-methylbenzofuran-3-carboxamido)-7-azaspiro[3.5]nonane-7-carboxylate